ClC1=C(C(=O)NC=2C=NC(=CC2)F)C=C(C=C1)NC(=O)[C@@H]1C([C@H]1C1=CC(=CC(=C1)Cl)Cl)(Cl)Cl trans-2-chloro-5-(2,2-dichloro-3-(3,5-dichlorophenyl)cyclopropane-1-carboxamido)-N-(6-fluoropyridin-3-yl)benzamide